ClC1=NC=C(C(=C1)OC)C=1NC=C(C1)S(=O)(=O)C 2-chloro-4-methoxy-5-(4-(methylsulfonyl)-1H-pyrrol-2-yl)pyridine